C1(CC1)C(=O)NC=1C=C2C(=CN=C(C2=CN1)NC)C#CC1=CC=C(OC2CN(C2)C(=O)OC(C)(C)C)C=C1 tert-butyl 3-(4-((6-(cyclopropanecarboxamido)-1-(methylamino)-2,7-naphthyridin-4-yl)ethynyl)phenoxy)azetidine-1-carboxylate